3,8-dihydroxy-6H-benzo[c]thiochromen-6-one OC1=CC=C2C3=C(C(SC2=C1)=O)C=C(C=C3)O